S1C=NC(=C1)CO[C@@H]1CC2=CC[C@H]3[C@@H]4CC=C([C@@]4(C)CC[C@@H]3[C@]2(CC1)C)N1C=NC2=C1C=CC=C2 3β-(Thiazol-4-ylmethoxy)-17-(1H-benzimidazol-1-yl)androsta-5,16-dien